2-((5-(2-(4-chloro-2-fluorophenyl)-2-methylbenzo[d][1,3]dioxol-4-yl)pyrimidin-2-yl)methyl)-1-(((S)-oxetan-2-yl)methyl)-1H-benzo[d]imidazole-6-carboxylic acid ClC1=CC(=C(C=C1)C1(OC2=C(O1)C=CC=C2C=2C=NC(=NC2)CC2=NC1=C(N2C[C@H]2OCC2)C=C(C=C1)C(=O)O)C)F